tert-butyl 2-[6-[2,6-difluoro-3-[(2,2,2-trifluoroacetyl)amino]benzoyl]-4-oxo-quinazolin-3-yl]-7-azaspiro[3.5]nonane-7-carboxylate FC1=C(C(=O)C=2C=C3C(N(C=NC3=CC2)C2CC3(C2)CCN(CC3)C(=O)OC(C)(C)C)=O)C(=CC=C1NC(C(F)(F)F)=O)F